tert-butyl 1-ethyl-2,4-dioxo-3-(4-(trifluoromethyl)phenyl)-1,3,8-triazaspiro[4.5]decane-8-carboxylate C(C)N1C(N(C(C12CCN(CC2)C(=O)OC(C)(C)C)=O)C2=CC=C(C=C2)C(F)(F)F)=O